1-cyano-N-(6-(trifluoromethyl)benzo[d]thiazol-2-yl)pyrrolidine-3-carboxamide C(#N)N1CC(CC1)C(=O)NC=1SC2=C(N1)C=CC(=C2)C(F)(F)F